C1(=CC=CC=C1)C=1C=C2CCN(CC2=CC1)C(=O)NC1=CNC=2C1=NC=CC2 6-phenyl-N-(1H-pyrrolo[3,2-b]pyridin-3-yl)-3,4-dihydroisoquinoline-2(1H)-carboxamide